1-[(2R,3R,4S,5R)-3,4-dihydroxy-5-(hydroxymethyl)oxolan-2-yl]pyrimidin O[C@H]1[C@@H](O[C@@H]([C@H]1O)CO)N1CN=CC=C1